O1CCC(CC1)CN1CC=2N3C=CN=C3N=C(C2C1)N [2-(tetrahydro-pyran-4-ylmethyl)-2,3-dihydro-1H-2,5,6,8a-tetraaza-as-indacen-4-yl]-amine